CN(C/C=C/C(=O)NC1=CC=C(C=C1)C(=O)N1C[C@H](CC1)NC1=NC=CC(=N1)C=1C(=NN2C1C=CC=C2)C2=CC=C(C=C2)F)C (S,E)-4-(dimethylamino)-N-(4-(3-((4-(2-(4-fluorophenyl)pyrazolo[1,5-a]pyridin-3-yl)pyrimidin-2-yl)amino)pyrrolidine-1-carbonyl)phenyl)but-2-enamide